C([C@@H]([C@H]([C@@H](C(=O)CO)O)O)O)O L-(-)-sorbose